ClC=1C=C2C(=CN=C(C2=CN1)OC)C1N(CCC1)C(=O)OC(C)(C)C Tert-butyl 2-(6-chloro-1-methoxy-2,7-naphthyridin-4-yl)pyrrolidine-1-carboxylate